ClC=1C=CC=C2C(=NNC12)C=1N=C(C(=NC1)OC1CN(CC1)C(C)=O)C 1-(3-((5-(7-chloro-1H-indazol-3-yl)-3-methylpyrazin-2-yl)oxy)pyrrolidin-1-yl)ethan-1-one